COC=1C=C(C=CC1OC)CCNC(CSC=1C=CC=C2C=CC=NC12)=O N-[2-(3,4-dimethoxyphenyl)ethyl]-2-quinolin-8-ylsulfanylacetamide